1-(3-bromo-2-methylphenyl)ethan-1-amine BrC=1C(=C(C=CC1)C(C)N)C